C(C)(=O)O[C@@]1(CC[C@H]2[C@@H]3CCC4=CC(CCC4=C3[C@H](C[C@]12C)C1=CC=C(C=C1)N(CCCCCC=O)C)=O)C(C)=O (8S,11R,13S,14S,17R)-17-Acetyl-13-methyl-11-(4-(methyl(6-oxohexyl)amino)phenyl)-3-oxo-2,3,6,7,8,11,12,13,14,15,16,17-dodecahydro-1H-cyclopenta[a]phenanthren-17-yl Acetate